C12[C@@H](CC(C=C1)C2)CN ((2R)-bicyclo[2.2.1]hept-5-en-2-yl)methaneamine